C(C)NC(C1=C(C=C(C=C1OC)N1C=NC2=C1C=CC(=C2)C=2C=NN(C2)CCOC)OC)=O N-ethyl-2,6-dimethoxy-4-[5-[1-(2-methoxyethyl)pyrazol-4-yl]benzimidazol-1-yl]benzamide